C(C)OC1(CCN(C2(CCC2)C1)C1=NN(C(=C1)C)C1CC2(CN(C2)C(=O)OC(C)(C)C)C1)OCC tert-butyl 6-(3-(8,8-diethoxy-5-azaspiro[3.5]nonan-5-yl)-5-methyl-1H-pyrazol-1-yl)-2-azaspiro[3.3]heptane-2-carboxylate